COC=1C=C(CNC(CC2=CC=CC3=CC=C(C=C23)OC)=O)C=CC1 N-(3-methoxybenzyl)-2-(7-methoxynaphthalen-1-yl)acetamide